C(CCCCCCCCCCCC)C(C(=O)O)(C)C1=CC(=C(C(=C1)C(C)(C)C)O)C(C)(C)C tridecyl-3,5-di-tert-butyl-4-hydroxyphenylpropionic acid